tert-butyl (3S)-3-[[4-[1-(benzenesulfonyl)-6-sulfanyl-indol-3-yl]-5-(trifluoromethyl)pyrimidin-2-yl]amino]piperidine-1-carboxylate C1(=CC=CC=C1)S(=O)(=O)N1C=C(C2=CC=C(C=C12)S)C1=NC(=NC=C1C(F)(F)F)N[C@@H]1CN(CCC1)C(=O)OC(C)(C)C